FC(C=1N=C(SC1)C1=CC=C(C=C1)CN)(F)F (4-(4-(trifluoromethyl)thiazol-2-yl)phenyl)methylamine